2-(2-hydroxy-3,5-di-tert-amylphenyl)benzotriazole Dimethyl-(5-(4-cyclopropoxyphenyl)-1,3,4-oxadiazol-2-yl)carbonimidodithioate CS(C(=NC=1OC(=NN1)C1=CC=C(C=C1)OC1CC1)S)C.OC1=C(C=C(C=C1C(C)(C)CC)C(C)(C)CC)N1N=C2C(=N1)C=CC=C2